C(C1=CC=CC=C1)OC(C1=C(C(=C(C(=C1S(NC1=CC(=C(C=C1)OC)F)(=O)=O)F)F)F)F)=O.BrC1=CC=C(C=C1)C=1N=C(N(N1)C)NC(C1=CC=C(C=C1)OC(F)(F)F)=O N-[5-(4-bromophenyl)-2-methyl-1,2,4-triazol-3-yl]-4-(trifluoromethoxy)benzamide benzyl-2,3,4,5-tetrafluoro-6-(N-(3-fluoro-4-methoxyphenyl)sulfamoyl)benzoate